F[C@@H]1[C@@H](C1)C(=O)N1[C@H]([C@H](CCC1)NS(=O)(=O)C)COC1CCN(CC1)C1=C(C=CC=C1)F N-(cis-1-(((1S,2S)-2-fluorocyclopropyl)carbonyl)-2-(((1-(2-fluorophenyl)piperidin-4-yl)oxy)methyl)piperidin-3-yl)methanesulfonamide